ClC1=C(C=CC=C1)C=1N(C2=NC(=NC(=C2N1)N1CCC(CC1)(C(=O)N)C)N(C)CCOC)C1=CC=C(C=C1)Cl 1-[8-(2-chlorophenyl)-9-(4-chlorophenyl)-2-[2-methoxyethyl(methyl)amino]purin-6-yl]-4-methyl-piperidine-4-carboxamide